C(=O)CN1C([NH+](CC1)C)C 3-formylmethyl-1,2-dimethylimidazolinium